FS(C1=CC=C(C=C1)N1C=CC2=CC(=CC=C12)C(C(=O)N)=C)(F)(F)(F)F (1-(4-(pentafluoro-lambda6-sulfanyl)phenyl)indol-5-yl)acrylamide